N-(4-([1,2,4]triazolo[1,5-a]pyridin-7-ylmethyl)-3-methylphenyl)-6-(piperazin-1-yl)pyrido[3,2-d]pyrimidin-4-amine N=1C=NN2C1C=C(C=C2)CC2=C(C=C(C=C2)NC=2C1=C(N=CN2)C=CC(=N1)N1CCNCC1)C